C(C)(=O)N1CC2CN(CC(C1)C2)C=2C=CC1=C(N=C(O1)C1=C3C=C(N=CC3=C(N=C1)NC)NC(=O)C1CC1)C2 N-(5-(5-(7-acetyl-3,7-diazabicyclo[3.3.1]non-3-yl)benzo[d]oxazol-2-yl)-8-(methylamino)-2,7-naphthyridin-3-yl)cyclopropanecarboxamide